3-fluoro-2-hydroxy-5-(4-(pyrrolidin-1-yl)benzoyl)benzaldehyde FC=1C(=C(C=O)C=C(C1)C(C1=CC=C(C=C1)N1CCCC1)=O)O